C(C)(C)(C)OC(NCC(=O)NCCN)=O (2-((2-aminoethyl)amino)-2-oxoethyl)carbamic acid tert-butyl ester